C1(CC1)N(CC[C@@H](C(=O)O)NC(=O)OCC1=CC(=CC=C1)C(F)(F)F)CCCCC1=NC=2NCCCC2C=C1 (S)-4-(cyclopropyl(4-(5,6,7,8-tetrahydro-1,8-naphthyridin-2-yl)butyl)amino)-2-((((3-(trifluoromethyl)benzyl)oxy)carbonyl)amino)butanoic acid